OCC1=[N+](ON=C1C1=CC=CC=C1)[O-] 3-hydroxymethyl-4-phenyl-1,2,5-oxadiazole-2-oxide